1-(4-(5-fluoro-2-(3-fluoro-4-(2-methoxyethoxy)phenylamino)pyrimidin-4-ylamino)phenyl)-3-methylbut-2-en-1-one FC=1C(=NC(=NC1)NC1=CC(=C(C=C1)OCCOC)F)NC1=CC=C(C=C1)C(C=C(C)C)=O